laurylamine hydrochloride Cl.C(CCCCCCCCCCC)N